C(#N)CCOOC(C[C@H](O)P(=O)N(C(C)C)C(C)C)CN O3-cyanoethoxydiisopropylaminophosphinyl-(R)-4-aminobutane-1,3-diol